2-[1-(cyclopropylmethyl)-3-{[3-(methoxymethyl)-1-methyl-1H-pyrazol-4-yl]amino}-1H-indazol-6-yl]propan-2-ol C1(CC1)CN1N=C(C2=CC=C(C=C12)C(C)(C)O)NC=1C(=NN(C1)C)COC